FC1(CN(C[C@@H](C1)N1C(CCC1)=O)C(=O)OC1=CC(=C(C=C1)C#N)F)F 4-cyano-3-fluorophenyl (5R)-3,3-difluoro-5-(2-oxopyrrolidin-1-yl)piperidine-1-carboxylate